C(C=C)OC(=O)C1=CC2=C(S1)C=CC(=C2)CP(O)(=O)N2C(CCC2)=O ((2-((allyloxy)carbonyl)benzo[b]thiophen-5-yl)methyl)(2-oxopyrrolidin-1-yl)phosphinic acid